trans-4-hydroxy-3-methoxycinnamic acid OC1=C(C=C(/C=C/C(=O)O)C=C1)OC